O1C(=NN=C1)C=1C=C2CN(CC2=CC1)CC=1OC=C(C(C1)=O)OCC1CCN(CC1)CC1=NC=CC=N1 2-((5-(1,3,4-oxadiazol-2-yl)isoindolin-2-yl)methyl)-5-((1-(pyrimidin-2-ylmethyl)piperidin-4-yl)methoxy)-4H-pyran-4-one